N-[2-chloro-4-[5-[2-[[(3S,5S)-5-fluoro-3-piperidyl]amino]pyrimidin-4-yl]-2-methyl-thiazol-4-yl]oxy-phenyl]-2,2,2-trifluoro-ethanesulfonamide ClC1=C(C=CC(=C1)OC=1N=C(SC1C1=NC(=NC=C1)N[C@@H]1CNC[C@H](C1)F)C)NS(=O)(=O)CC(F)(F)F